ClC=1C(=C(C=C(C1)Cl)O)C=1N=NC(=CC1)N1C[C@@H](OCC1)CN(C)C 3,5-dichloro-2-[6-[(2S)-2-[(dimethylamino)methyl]morpholin-4-yl]pyridazin-3-yl]phenol